3-(2-Imino-3-methyl-8-(pyridin-2-yl)-2,3-dihydro-1H-imidazo[4,5-c]quinolin-1-yl)-4-methylbenzonitrile N=C1N(C2=C(C=NC=3C=CC(=CC23)C2=NC=CC=C2)N1C)C=1C=C(C#N)C=CC1C